1,4-dimethylfuro[3,4-d]pyridazine CC1=NN=C(C=2C1=COC2)C